CC=1C(=C(C(=NC1N1CCN(CC1)C(=O)OC(C)(C)C)C(=O)O)C(=O)O)C Dimethyl-6-(4-t-butoxycarbonylpiperazin-1-yl)pyridine-2,3-dicarboxylic acid